C(C)(C)(C)OC(=O)N1CC=2N(C[C@@H]1C)N=CC2N2S(CCC2)(=O)=O (6S)-3-(1,1-dioxo-1,2-thiazolidin-2-yl)-6-methyl-6,7-dihydro-4H-pyrazolo[1,5-a]pyrazine-5-carboxylic acid tert-butyl ester